FC1(CCN(CC1)C(=O)C=1C=C2C(=NC1)N(N=N2)C2=CC=C(C(=O)/N=C/N(C)C)C=C2)F (E)-4-(6-(4,4-difluoropiperidine-1-carbonyl)-3H-[1,2,3]triazolo[4,5-b]pyridin-3-yl)-N-((dimethylamino)methylene)benzamide